C(CCCCCCCCCCCC)C1=C2CCCCC2CCCCCCCCO1 tridecyl-oxabicyclo[10.4.0]hexadecene